lithium {[(2S,5R)-2-carbamoyl-3-methyl-7-oxo-1,6-diazabicyclo[3.2.1]oct-3-en-6-yl] oxy} acetate C(C)(=O)OON1[C@@H]2C=C([C@H](N(C1=O)C2)C(N)=O)C.[Li]